tert-butyl 7-((((benzyloxy)carbonyl)amino)methyl)-7-(5-cyclopropylisoxazol-3-yl)-3-azabicyclo[4.1.0]heptane-3-carboxylate C(C1=CC=CC=C1)OC(=O)NCC1(C2CCN(CC12)C(=O)OC(C)(C)C)C1=NOC(=C1)C1CC1